ClC1=CC=C2C(=NC(N(C2=C1)C)=O)N(C1=CC(=CC=C1)C#CC(C)(C)O)C 7-chloro-4-[3-(3-hydroxy-3-methyl-but-1-ynyl)-N-methyl-anilino]-1-methyl-quinazolin-2-one